C1(CC1)NC1CCN(CC1)C1=C2C=CN=NC2=C(C=C1)C(=O)NC=1C=C(C=2N(C1)C=C(N2)C)F 5-[4-(cyclopropylamino)piperidin-1-yl]-N-{8-fluoro-2-methylimidazo[1,2-a]pyridin-6-yl}cinnoline-8-carboxamide